3-(7-(3,5-dichlorophenyl)-2-(ethylsulfanyl)pyrazolo[1,5-a]pyrimidin-3-yl)-7-(trifluoromethyl)-[1,2,4]triazolo[4,3-a]pyridine ClC=1C=C(C=C(C1)Cl)C1=CC=NC=2N1N=C(C2C2=NN=C1N2C=CC(=C1)C(F)(F)F)SCC